4-((1r,3r)-3-hydroxycyclohexylamino)-2-((1r,4r)-4-methoxycyclohexylamino)pyrimidine-5-carbonitrile O[C@H]1C[C@@H](CCC1)NC1=NC(=NC=C1C#N)NC1CCC(CC1)OC